5-(3,4-Dichlorophenyl)-N-[4-(6,7-dimethoxyquinolin-4-yl)oxy-3-fluorophenyl]-6-methyl-4-oxo-1-propan-2-ylpyridine-3-carboxamide ClC=1C=C(C=CC1Cl)C=1C(C(=CN(C1C)C(C)C)C(=O)NC1=CC(=C(C=C1)OC1=CC=NC2=CC(=C(C=C12)OC)OC)F)=O